2-amidinopropane C(N)(=N)C(C)C